FC1=CNC2=NC(=C(C=C21)OC2=C(C(=O)O)C=CC(=C2)N2CCC1(CN(C1)[C@@H]1[C@@H](CCC1)C1=C(C=CC=C1)C(C)C)CC2)OC ((3-fluoro-6-methoxy-1H-pyrrolo[2,3-b]pyridin-5-yl)oxy)-4-(2-((1s,2s)-2-(2-isopropylphenyl)cyclopentyl)-2,7-diazaspiro[3.5]nonan-7-yl)benzoic acid